(S)-3-(3-(6-bromo-7-((1-(ethylsulfonyl)pyrrolidine-3-yl)amino)-1H-imidazo[4,5-b]pyridine-2-yl)-2,5-dimethyl-1H-pyrrol-1-yl)-N-(2-(diethylamino)ethyl)benzamide BrC=1C(=C2C(=NC1)N=C(N2)C2=C(N(C(=C2)C)C=2C=C(C(=O)NCCN(CC)CC)C=CC2)C)N[C@@H]2CN(CC2)S(=O)(=O)CC